2,2,4-trimethyl-1,3-pentandiol diisobutyrate C(C(C)C)(=O)OCC(C(C(C)C)OC(C(C)C)=O)(C)C